Ethyl ((((1R,4r)-4-(((2S*,4R*)-2-methyl-1-propionyl-1,2,3,4-tetrahydroquinolin-4-yl)amino)cyclohexyl)oxy)carbonyl)glycinate C[C@@H]1N(C2=CC=CC=C2[C@@H](C1)NC1CCC(CC1)OC(=O)NCC(=O)OCC)C(CC)=O |o1:1,9|